C1(=CC=CC=C1)CNCC(=O)O N-phenylmethyl-glycine